(2-(8-oxa-3-azabicyclo[3.2.1]oct-3-yl)-5-methylthiazol-4-yl)methanol C12CN(CC(CC1)O2)C=2SC(=C(N2)CO)C